ClC=1C=C(C=CC1Cl)C(=O)N1C(C=2N(CC1)C(=NN2)C2=NC(=NS2)C)CCP(C)C (3,4-Dichlorophenyl)(8-(2-(dimethylphosphino)ethyl)-3-(3-methyl-1,2,4-thiadiazol-5-yl)-5,6-dihydro-[1,2,4]triazolo[4,3-a]pyrazin-7(8H)-yl)methanone